3,6-dichloro-1-(3-((1-(5-fluoro-2,6-dimethylpyridin-3-yl)-5-methyl-4-nitro-1H-pyrazol-3-yl)oxy)propyl)-1H-pyrazolo[3,4-d]pyrimidine ClC1=NN(C2=NC(=NC=C21)Cl)CCCOC2=NN(C(=C2[N+](=O)[O-])C)C=2C(=NC(=C(C2)F)C)C